tert-butyl 3-(4-(dimethylamino)pyridin-3-yl)azetidine-1-carboxylate CN(C1=C(C=NC=C1)C1CN(C1)C(=O)OC(C)(C)C)C